ClC=1C=C(C=CC1OC(F)(F)F)/C=C/C(=O)NCC(=O)N1CCN(CC1)S(=O)(=O)C (E)-3-(3-chloro-4-(trifluoromethoxy)phenyl)-N-(2-(4-(methylsulfonyl)piperazin-1-yl)-2-oxoethyl)acrylamide